C(C)(C)(C)OC(=O)N1CC2CN(CC2C1)C(C1=C(C=CC=C1C1=NC=CC=N1)F)=O.ClC1=NC(=CC=C1)C1(COCC1)OC 2-chloro-6-(3-methoxytetrahydrofuran-3-yl)pyridine tert-butyl-(3R,6S)-5-(2-fluoro-6-(pyrimidin-2-yl)benzoyl)hexahydropyrrolo[3,4-c]pyrrole-2(1H)-carboxylate